[Sn].CS(=O)(=O)O Methanesulfonic acid tin